C(#N)N1C2CCC(C1)[C@H]2NC(C2=CC=C(C=C2)C=2C=NC=CC2SC2=CC=C(C=C2)F)=O N-((7R)-2-Cyano-2-azabicyclo[2.2.1]heptan-7-yl)-4-(4-((4-fluorophenyl)thio)pyridin-3-yl)benzamid